4,5-dichloro-2-(tetrahydro-2H-pyran-2-yl)pyridazin-3(2H)-one ClC=1C(N(N=CC1Cl)C1OCCCC1)=O